4-(2-methoxyphenyl)-6-methyl-N-(5-(1-methyl-1H-pyrazole-4-carbonyl)-5,6-dihydro-4H-pyrrolo[3,4-d]thiazol-2-yl)nicotinamide COC1=C(C=CC=C1)C1=CC(=NC=C1C(=O)NC=1SC2=C(N1)CN(C2)C(=O)C=2C=NN(C2)C)C